N-(4-(N-(1-cyclohexylidenepropan-2-yl)sulfamoyl)naphthalen-1-yl)-2-methylbenzamide C1(CCCCC1)=CC(C)NS(=O)(=O)C1=CC=C(C2=CC=CC=C12)NC(C1=C(C=CC=C1)C)=O